OCOC1=CC=C(C=C1)C(C1=CC=C(C=C1)C=CC(=O)C1=CC=CC=C1)C1=CC=CC=C1 3-[4-[[4-(Hydroxymethoxy)phenyl]-phenylmethyl]phenyl]-1-phenylprop-2-en-1-one